5-Methoxy-8-[4-(4-methyl-3-pentenyloxy)-3-methyl-phenyl]-4-[(1-naphthyl)methyl]-2-oxo-7-thia-1-azabicyclo[4.3.0]nona-3,5,8-triene-9-carboxylic acid COC=1C(=CC(N2C(=C(SC12)C1=CC(=C(C=C1)OCCC=C(C)C)C)C(=O)O)=O)CC1=CC=CC2=CC=CC=C12